3-(iodomethyl)-1-pyrrolidinecarboxylic acid tert-butyl ester C(C)(C)(C)OC(=O)N1CC(CC1)CI